4-nonylamino-1,2-benzoquinone C(CCCCCCCC)NC1=CC(C(C=C1)=O)=O